NC1=C2C(=NC=N1)N(N=C2C#CC=2C(=CC1=C(N=C(S1)C(F)F)C2)F)[C@@H]2CN(CC2)C(C=C)=O (S)-1-(3-(4-amino-3-((2-(difluoromethyl)-6-fluoro-benzo[d]thiazol-5-yl)ethynyl)-1H-pyrazolo[3,4-d]pyrimidin-1-yl)pyrrolidin-1-yl)prop-2-en-1-one